(6-Bromo-1H-pyrrolo[3,2-c]pyridin-2-yl)methanol BrC1=CC2=C(C=N1)C=C(N2)CO